7-(4-(1-methyl-1H-pyrazol-4-yl)-1H-pyrrolo[2,3-b]pyridin-3-yl)spiro[chromane-2,4'-piperidin]-4-one CN1N=CC(=C1)C1=C2C(=NC=C1)NC=C2C2=CC=C1C(CC3(CCNCC3)OC1=C2)=O